4-(N,N-dimethylcarbamoyl)benzeneboronic acid CN(C(=O)C1=CC=C(C=C1)B(O)O)C